FC(C(=O)O)(F)F.FC(C1=CC=C(C=C1)C1=COC2(C1)CNCC2)(F)F 3-(4-(trifluoromethyl)phenyl)-1-oxa-7-azaspiro[4.4]non-2-ene 2,2,2-trifluoroacetate